N=1C=CN2C1C(=NC=C2)N imidazo[1,2-a]pyrazine-8-amine